ClC=1C(=NC(=NC1)NC1CCOCC1)C1=CC=C2CN(C(C2=C1)=O)CC(=O)N1CCC2=CC=CC=C12 6-{5-chloro-2-[(oxacyclohex-4-yl)amino]pyrimidin-4-yl}-2-[2-(2,3-dihydro-1H-indol-1-yl)-2-oxoethyl]-2,3-dihydro-1H-isoindol-1-one